(6-chloro-2-methylpyrimidin-4-yl)-(4-(3,4-dihydroisoquinolin-2(1H)-yl)piperidin-1-yl)methanone ClC1=CC(=NC(=N1)C)C(=O)N1CCC(CC1)N1CC2=CC=CC=C2CC1